C1(=C(C(=C(C(=C1C(=O)[O-])C(=O)[O-])C1=CC=C(C=C1)C(=O)[O-])C(=O)[O-])C(=O)[O-])C(=O)[O-] 4,4'-biphenyl-hexacarboxylate